3-(4-(trifluoromethyl)phenyl)acryloyl chloride FC(C1=CC=C(C=C1)C=CC(=O)Cl)(F)F